Methyl 6-chloro-3-(((R)-1-(6-((S)-4-((3-fluoropyridin-4-yl)methyl)-2-oxooxaolidin-3-yl)-4-methylpyridin-2-yl)ethyl)amino)picolinate ClC1=CC=C(C(=N1)C(=O)OC)N[C@H](C)C1=NC(=CC(=C1)C)[C@H]1C(OCC1CC1=C(C=NC=C1)F)=O